C1(=CC=C(C=C1)C(C(C)C(C[C@H](C(=O)O)N)=O)O)C1=CC=CC=C1 (R)-4-(([1,1'-biphenyl]-4-yl)-3-hydroxypropan-2-yl)-amino-4-oxobutyric acid